[3-(dimethylamino)pyrrolidin-1-yl][2'-(quinolin-3-yl)-5',6'-dihydrospiro[azetidine-3,4'-pyrrolo[1,2-b]pyrazol]-1-yl]methanone CN(C1CN(CC1)C(=O)N1CC2(CCN3N=C(C=C32)C=3C=NC2=CC=CC=C2C3)C1)C